C(CCCCCCCCCCC)NS(=O)(=O)N N-(dodecyl)sulfamide